NCC=1C=NC(=NC1)C1=C(C=C(C#N)C=C1)OC1=NC(=NC(=C1)N1CCCC1)C 4-[5-(aminomethyl)pyrimidin-2-yl]-3-(2-methyl-6-pyrrolidin-1-ylpyrimidin-4-yl)oxybenzonitrile